C(C)(C)(C)OC(N(CC=1OC=CC1)C1=C2C(=NC(=C1)Cl)C=C(S2)COC(=O)OC(C)(C)C)=O.FC=2C=C(N)C=CC2OC2(CC2)C 3-fluoro-4-(1-methylcyclopropoxy)aniline tert-Butyl-(2-(((tert-butoxycarbonyl)oxy)methyl)-5-chlorothieno[3,2-b]pyridin-7-yl)(furan-2-ylmethyl)carbamate